C([C@@H]1[C@H]([C@@H]([C@H]([C@H](O1)O[C@H]2[C@H]([C@H](OC([C@@H]2O)O)CO)O)O)O)O)O The molecule is a disaccharide that is D-galactopyranose in which the hydroxy group at position 3 has been converted into the corresponding alpha-D-glucopyranosyl derivative. It is an alpha-D-glucoside and a glycosylgalactose. It derives from a D-galactopyranose.